OC(CN1C(=CC2=CC=CC=C12)C=O)(C)C 1-(2-hydroxy-2-methylpropyl)-1H-indole-2-carbaldehyde